10,10'-(4,4''-bis(3-methyl-3H-imidazo[4,5-b]pyridin-2-yl)-[1,1':2',1''-terphenyl]-3',4'-diyl)bis(5-methyl-5,10-dihydrophenazine) CN1C(=NC=2C1=NC=CC2)C2=CC=C(C=C2)C=2C(=C(C(=CC2)N2C1=CC=CC=C1N(C=1C=CC=CC21)C)N2C1=CC=CC=C1N(C=1C=CC=CC21)C)C2=CC=C(C=C2)C2=NC=1C(=NC=CC1)N2C